COC(=O)[C@@H]1C(NC[C@@H]1C=1SC(=CC1)OC)=O |o1:4,8| (3S*,4R*)-4-(5-methoxythiophen-2-yl)-2-oxopyrrolidine-3-carboxylic acid methyl ester